1-(4-((6,7-Dimethoxyquinolin-4-yl)oxy)-2-methoxyphenyl)-3-(1-(thiazol-2-yl)ethyl)urea COC=1C=C2C(=CC=NC2=CC1OC)OC1=CC(=C(C=C1)NC(=O)NC(C)C=1SC=CN1)OC